3-(1-carboxycyclobutyl)-4-((3-(difluoromethoxy)phenyl)amino)benzoic acid C(=O)(O)C1(CCC1)C=1C=C(C(=O)O)C=CC1NC1=CC(=CC=C1)OC(F)F